2-[(2's,4r)-6-bromo-2'-fluoro-1-oxospiro[3H-isoquinoline-4,1'-cyclopropan]-2-yl]-N-(5-cyanopyrimidin-2-yl)acetamide BrC=1C=C2C(=CC1)C(N(C[C@]21[C@H](C1)F)CC(=O)NC1=NC=C(C=N1)C#N)=O